NC[C@@H](O)C=1C=NC(=NC1)C1=C(C=C(C=C1)Cl)OC1=CC(=NC(=C1)N1CCOCC1)C (1S)-2-amino-1-[2-[4-chloro-2-(2-methyl-6-morpholin-4-ylpyridin-4-yl)oxyphenyl]pyrimidin-5-yl]ethanol